Ethyl-2,6-dihydroxy-2'-(2-hydroxypropan-2-yl)-5'-(methyl-d3)-4-pentyl-1',2',3',4'-tetrahydro-[1,1'-biphenyl]-3-carboxylate C(C)OC(=O)C=1C(=C(C(=CC1CCCCC)O)C1C(CCC(=C1)C([2H])([2H])[2H])C(C)(C)O)O